N-ethylmethyl-amine C(C)NC